8-(bicyclo[3.1.0]hexan-3-yl)-N-(3-fluoro-5-(1-(4-fluorophenyl)-1H-pyrazol-4-yl)benzyl)-7H-purine-6-carboxamide C12CC(CC2C1)C1=NC2=NC=NC(=C2N1)C(=O)NCC1=CC(=CC(=C1)C=1C=NN(C1)C1=CC=C(C=C1)F)F